C(=O)NCC(=O)C1=CC=C(CNC(OCC2=CC=C(C=C2)[N+](=O)[O-])=O)C=C1 4-nitrobenzyl (4-(formylglycyl)benzyl)carbamate